(3R)-3-(4-Chlorophenyl)-2-[(5-chloropyridin-2-yl)methyl]-4-fluoro-6-[1-hydroxy-1-(1-methyl-1H-pyrazol-4-yl)ethyl]-3-[(2R)-2-hydroxypropoxy]-2,3-dihydro-1H-isoindol-1-on ClC1=CC=C(C=C1)[C@@]1(N(C(C2=CC(=CC(=C12)F)C(C)(C=1C=NN(C1)C)O)=O)CC1=NC=C(C=C1)Cl)OC[C@@H](C)O